C(#N)C1(CC1)NS(=O)(=O)C=1C=C(C=2N(C1)C(=NC2)C=2SC(=NN2)C=O)N2CCN(CC2)C(C(C)C)=O N-(1-cyanocyclopropyl)-3-(5-formyl-1,3,4-thiadiazol-2-yl)-8-(4-isobutyrylpiperazine-1-yl)imidazo[1,5-a]pyridine-6-sulfonamide